1-(3-((benzylamino)methyl)pyridin-2-yl)propan-2-ol C(C1=CC=CC=C1)NCC=1C(=NC=CC1)CC(C)O